FC(C=1C=CC=2N(N1)C(=CN2)C2=NC=NC(=C2)N2CC(CCC2)S(=O)(=O)C)F 6-(Difluoromethyl)-3-(6-(3-(methylsulfonyl)piperidin-1-yl)pyrimidin-4-yl)imidazo[1,2-b]pyridazine